N1(CCNCC1)CCCN1CCCCC1 1-(3-(piperazin-1-yl)propyl)piperidin